Cl.C(C)N(CCOC1=C(C=C(C=C1C)NC1=NC=C(C(=N1)N1OCCC1C1=CC=CC=C1)C#N)C)CC 2-((4-(2-(diethylamino)ethoxy)-3,5-dimethylphenyl)amino)-4-(3-phenylisoxazolidin-2-yl)pyrimidine-5-Carbonitrile Hydrochloride